CN1C(C=C(C2=CC(=CC=C12)NC1=CC(=NC=2N1N=CC2)C(=O)OCC)NC(C)C2=NC=CC=N2)=O ethyl 7-((1-methyl-2-oxo-4-((1-(pyrimidin-2-yl)ethyl)amino)-1,2-dihydroquinolin-6-yl)amino)pyrazolo[1,5-a]pyrimidine-5-carboxylate